(2-acrylamidoethyl)carbamic acid C(C=C)(=O)NCCNC(O)=O